C(CCCCCCCCC)OCCCN(CCCN)C N-(decoxypropyl)-N-methyl-1,3-diaminopropane